6-Bromo-3-ethylsulfanyl-5-fluoro-1-methoxy-7,9-dihydrofuro[3,4-f]quinazoline BrC=1C2=C(C=3C(=NC(=NC3C1F)SCC)OC)COC2